1-methyl-6-(5-(1-methyl-1,2,3,6-tetrahydropyridin-4-yl)-1H-pyrrolo[2,3-b]pyridin-3-yl)-1H-benzo[d][1,2,3]triazole CN1N=NC2=C1C=C(C=C2)C2=CNC1=NC=C(C=C12)C=1CCN(CC1)C